3-chloro-5a-(4-cyanophenyl)-8,8a-dihydroxy-6-phenyl-5a,7,8,8a-tetrahydro-6H-cyclopenta[4,5]furo[3,2-b]pyridine-7-carboxylic acid ClC=1C=C2C(=NC1)C1(C(O2)(C(C(C1O)C(=O)O)C1=CC=CC=C1)C1=CC=C(C=C1)C#N)O